C1(CC1)[C@@H](C1=NC2=C(N1)C=CC(=C2)C(=O)N(C)C)C2CCC(CC2)C2=CC=NC1=CC=C(C=C21)F 2-((R)-cyclopropyl((1s,4S)-4-(6-fluoroquinolin-4-yl)cyclohexyl)methyl)-N,N-dimethyl-1H-benzo[d]imidazole-5-carboxamide